1-(1-(4-acetylpiperazin-1-carbonyl)cyclohexyl)-3-(p-tolyl)urea C(C)(=O)N1CCN(CC1)C(=O)C1(CCCCC1)NC(=O)NC1=CC=C(C=C1)C